1-{5-acetyl-hexahydro-2H-furo[2,3-c]pyrrole-3-carbonyl}-4-fluoro-N-{phenyl-[4-(propan-2-yl)phenyl]methyl}pyrrolidine-2-carboxamide C(C)(=O)N1CC2C(C1)C(CO2)C(=O)N2C(CC(C2)F)C(=O)NC(C2=CC=C(C=C2)C(C)C)C2=CC=CC=C2